sodium triacetyl-borohydride C(C)(=O)[BH-](C(C)=O)C(C)=O.[Na+]